O1C2=C(NCC1)C=C(C=C2)C=2N=C(NC2C2=CC(=NC=C2)C(F)(F)F)N 4-(3,4-Dihydro-2H-benzo[b][1,4]oxazin-6-yl)-5-(2-(trifluoromethyl)pyridin-4-yl)-1H-imidazol-2-amine